2-hydroxy-2-(thiazol-2-yl)propionic acid OC(C(=O)O)(C)C=1SC=CN1